C(C)(CC)O[Ti] mono-sec-butoxytitanium